6-((S)-2-((3aS,5S,6aR)-5-(2-fluorophenoxy)-3a-hydroxyhexahydrocyclopenta[c]pyrrol-2(1H)-yl)-1-hydroxyethyl)benzo[d]thiazol-2(3H)-one FC1=C(O[C@@H]2C[C@@]3([C@@H](CN(C3)C[C@@H](O)C3=CC4=C(NC(S4)=O)C=C3)C2)O)C=CC=C1